[N+](=O)([O-])C1=C2CCCC2=CC=C1 4-nitroindan